CC=1C=C(C=CC1N1N=CC(=C1)C1=C2C(=NC=C1)NC=C2)CO {3-methyl-4-[4-(1H-pyrrolo[2,3-b]-pyridin-4-yl)-1H-pyrazol-1-yl]-phenyl}methanol